C1(CCCC(CCC1)C(=O)O)C(=O)O 1,5-cyclooctanedicarboxylic acid